tert-butyl 4-(4-bromo-2,3-difluorophenyl)-3-methylpiperazine-1-carboxylate BrC1=C(C(=C(C=C1)N1C(CN(CC1)C(=O)OC(C)(C)C)C)F)F